tert-butyl (1S,4S)-5-{6-[(2-benzamidopyridin-4-yl)amino]-5-nitropyridin-2-yl}-2,5-diazabicyclo[2.2.1]heptane-2-carboxylate C(C1=CC=CC=C1)(=O)NC1=NC=CC(=C1)NC1=C(C=CC(=N1)N1[C@@H]2CN([C@H](C1)C2)C(=O)OC(C)(C)C)[N+](=O)[O-]